(((Rel-(3S,6S)-1-(1H-Imidazole-1-carbonyl)-2,3,6,7-tetrahydro-1H-azepine-3,6-diyl)bis(oxy))bis(2-oxoethane-2,1-diyl))bis(propane-2,1,3-triyl) tetranonanoate C(CCCCCCCC)(=O)OCC(COC(CCCCCCCC)=O)CC(=O)O[C@@H]1CN(C[C@H](C=C1)OC(CC(COC(CCCCCCCC)=O)COC(CCCCCCCC)=O)=O)C(=O)N1C=NC=C1 |o1:29,33|